2-methyl-4-(3,5-dimethylphenyl)-5-methoxy-6-tert-butylindenyl-hafnium dichloride [Cl-].[Cl-].CC=1C(C2=CC(=C(C(=C2C1)C1=CC(=CC(=C1)C)C)OC)C(C)(C)C)[Hf+2]